4,4'-diamino-3,3'-diethyl-5,5'-dimethyldiphenylmethane CCC1=C(C(=CC(=C1)CC2=CC(=C(C(=C2)C)N)CC)C)N